C1(=CC=CC=C1)C(=CC)C1=CC=CC=C1 bis(phenyl)propaneN